NC1=C2C(=NC=C1CO)N(C=C2)CC(=O)N2[C@@H]1C[C@@H]1C[C@H]2C(=O)NC2=NC(=CC=C2)Br (1R,3S,5R)-2-(2-(4-amino-5-(hydroxymethyl)-1H-pyrrolo[2,3-b]pyridin-1-yl)acetyl)-N-(6-bromopyridin-2-yl)-2-azabicyclo[3.1.0]hexane-3-carboxamide